OC=1N=CC(=NC1)C(=O)N1CC2(CN(C2)C(=O)C2(CC2)C(F)(F)F)C(C1)C=C(C(=O)OCC)CC1=NC(=CC=C1)C1=CC=C(C=C1)C(F)(F)F ethyl 3-(6-(5-hydroxypyrazine-2-carbonyl)-2-(1-(trifluoromethyl)cyclopropane-1-carbonyl)-2,6-diazaspiro[3.4]octan-8-yl)-2-((6-(4-(trifluoromethyl)phenyl)pyridin-2-yl)methyl)acrylate